9-(2,5-difluorophenethyl)-4-ethyl-2-methyl-1-oxa-4,9-diazaspiro[5.5]undecan-3-one hydrochloride Cl.FC1=C(CCN2CCC3(CN(C(C(O3)C)=O)CC)CC2)C=C(C=C1)F